ClC1=C(C(=O)NC(C(=O)N\N=C\[C@]2([C@@H](N3C(C[C@H]3S2(=O)=O)=O)C(=O)O)C)C(C)C)C=CC(=C1O)O (2s,3R,5R)-3-((e)-(2-(2-(2-chloro-3,4-dihydroxybenzamido)-3-methylbutanoyl)hydrazono)methyl)-3-methyl-7-oxo-4-thia-1-azabicyclo[3.2.0]heptane-2-carboxylic acid 4,4-dioxide